((2S,4S)-1-(but-2-ynoyl)-4-(8-chloro-7-(5,6-dimethyl-1H-indazol-4-yl)-4-(3-(dimethylamino)-3-methylazetidin-1-yl)-6-fluoro-1H-pyrazolo[4,3-c]quinolin-1-yl)piperidin-2-yl)acetonitrile C(C#CC)(=O)N1[C@@H](C[C@H](CC1)N1N=CC=2C(=NC=3C(=C(C(=CC3C21)Cl)C2=C1C=NNC1=CC(=C2C)C)F)N2CC(C2)(C)N(C)C)CC#N